FC=1C(=CC(=C(NCC#CC=2C=C(C3=C(N(C=N3)CC(F)(F)F)C2)C(=O)N[C@@H]2[C@H](CN(CC2)C2CCOCC2)C)C1)OC)C(NC)=O 6-[3-[5-fluoro-2-methoxy-4-(methylcarbamoyl)anilino]prop-1-ynyl]-N-[(3S,4S)-3-methyl-1-tetrahydropyran-4-yl-4-piperidyl]-1-(2,2,2-trifluoroethyl)benzimidazole-4-carboxamide